((2S,6S)-4-((3-(5-ethyl-4-oxo-7-propyl-4,5-dihydro-3H-pyrrolo[3,2-d]pyrimidin-2-yl)-4-propoxyphenyl)sulfonyl)-1-methylpiperazine-2,6-diyl)bis(ethane-2,1-diyl) dinitrate [N+](=O)(OCC[C@@H]1N([C@H](CN(C1)S(=O)(=O)C1=CC(=C(C=C1)OCCC)C=1NC(C2=C(N1)C(=CN2CC)CCC)=O)CCO[N+](=O)[O-])C)[O-]